2-(4-(5-amino-1-(aminomethyl)-4-oxo-3,4-dihydropyrido[3,4-d]pyridazin-7-yl)-1-methyl-1H-pyrazol-5-yl)-4-chloro-6-cyclopropyloxy-3-fluorobenzonitrile NC1=NC(=CC2=C1C(NN=C2CN)=O)C=2C=NN(C2C2=C(C#N)C(=CC(=C2F)Cl)OC2CC2)C